N-[(1R,3S)-3-{[6-chloro-2-(trifluoromethyl)quinolin-4-yl]amino}cyclohexyl]-4-methylpiperazine-1-carboxamide ClC=1C=C2C(=CC(=NC2=CC1)C(F)(F)F)N[C@@H]1C[C@@H](CCC1)NC(=O)N1CCN(CC1)C